2-aminoethyl(trimethyl)ammonium chloride [Cl-].NCC[N+](C)(C)C